C(C)C(C)C(C(CC)(C)CC)(C1OC(=C(C1(C)CC)C(C)(CC)C)CC)C ethyl-methyl-ethyl-methyl-ethyl-5-ethyl-methyl-ethyl-methyl-ethyl-methyl-ethyl-3-ethyl-3-methyl-furan